(E)-Ethyl 3-(3-(benzyloxy)cyclobutyl)but-2-enoate C(C1=CC=CC=C1)OC1CC(C1)/C(=C/C(=O)OCC)/C